[C@@]12(CNC[C@@H]2C1)C#CC1=C(C=C2C(=NC=NC2=C1)NC1=C(C(=CC=C1)Cl)F)[N+](=O)[O-] 7-[2-[(1S,5R)-3-azabicyclo[3.1.0]hexan-1-yl]ethynyl]-N-(3-chloro-2-fluoro-phenyl)-6-nitro-quinazolin-4-amine